(4-methylpiperazin-1-yl)pent-2-enenitrile CN1CCN(CC1)C(C#N)=CCC